5-(4,4,5,5-tetramethyl-1,3,2-dioxaborolan-2-yl)-3,3a,6,6a-tetrahydro-pentalen-2(1H)-one CC1(OB(OC1(C)C)C1=CC2CC(CC2C1)=O)C